(5,5-dicyano-1,3,5,6,9,9a-hexahydrospiro[benzo[7]annulene-2,2'-[1,3]dioxolan]-9-yl)methyl acetate C(C)(=O)OCC1C=CCC(C=2C1CC1(OCCO1)CC2)(C#N)C#N